1-(cyanomethyl)-3-(5-((2-methoxy-5-methylphenyl)amino)-7-(methylamino)pyrazolo[1,5-a]pyrimidin-3-yl)urea C(#N)CNC(=O)NC=1C=NN2C1N=C(C=C2NC)NC2=C(C=CC(=C2)C)OC